COC1=CC=C(C=N1)C#CC1=CC=CC(=N1)N1C=NN(C1=O)C\C(\CNC(OC(C)(C)C)=O)=C\F tert-butyl (E)-(2-((4-(6-((6-methoxypyridin-3-yl)ethynyl)pyridin-2-yl)-5-oxo-4,5-dihydro-1H-1,2,4-triazol-1-yl)methyl)-3-fluoroallyl)carbamate